OC(C)C1=CC=C(C=C1)S(=O)(=O)C=1C=C(N(C1C)C)C(=O)NCC=1C=CC=C2C=NN(C12)C 4-[4-(1-hydroxyethyl)phenyl]sulfonyl-1,5-dimethyl-N-[(1-methylindazol-7-yl)methyl]pyrrole-2-carboxamide